[2-Chloro-4-fluoro-5-[7-(2,2,3,3,5,5,6,6-octadeuterio-morpholin-4-yl)-quinazolin-4-yl]phenyl]-(3-methoxy-pyrazin-2-yl)-methanol ClC1=C(C=C(C(=C1)F)C1=NC=NC2=CC(=CC=C12)N1C(C(OC(C1([2H])[2H])([2H])[2H])([2H])[2H])([2H])[2H])C(O)C1=NC=CN=C1OC